N,N-dimethylsilanamine CN([SiH3])C